3'-O-allenyl-thymidine C(=C=C)O[C@H]1C[C@@H](O[C@@H]1CO)N1C(=O)NC(=O)C(C)=C1